NC=1CC(=CC2=C(N1)C=NN2)C(=O)N 5-amino-1,6-dihydropyrazolo[4,3-b]azepine-7-carboxamide